FC(C(=O)N1CC(C1)N1C(N(C=2C1=NC=CN2)C2=CC=C(C=C2)C(F)(F)F)=O)=C 1-[1-(2-fluoroacryloyl)azetidin-3-yl]-3-(4-trifluoromethylphenyl)-1,3-dihydro-2H-imidazo[4,5-b]pyrazin-2-one